FC1=CC=C(OC2=NC=CC=C2C=2C3=C(C(N(C2)C)=O)OC=C3)C=C1 4-(2-(4-fluorophenoxy)pyridin-3-yl)-6-methylfuro[2,3-c]pyridin-7(6H)-one